N-(4-(6-(((3aR,5s,6aS)-2-((tetrahydro-2H-pyran-4-yl)methyl-d2)octahydrocyclopenta[c]pyrrol-5-yl)amino)pyridazin-3-yl)phenyl)cyclopropanecarboxamide O1CCC(CC1)C(N1C[C@@H]2[C@H](C1)CC(C2)NC2=CC=C(N=N2)C2=CC=C(C=C2)NC(=O)C2CC2)([2H])[2H]